OC1=CC=C2C(=CNC2=C1)C1=NC=C(C2=C1CNC2=O)NC2=NC=C(C=C2)N2CCN(CC2)C 4-(6-hydroxy-1H-indol-3-yl)-7-((5-(4-methylpiperazin-1-yl)pyridin-2-yl)amino)-2,3-dihydro-1H-pyrrolo[3,4-c]pyridin-1-one